2-methyl-5-(3-(trifluoromethoxy)phenyl)-N-(3-((diethylamino)methyl)-1,2,4-thiadiazol-5-yl)furan-3-carboxamide S-(2-((tert-butoxycarbonyl)amino)-3-phenylpropyl)thioacetate C(C)(C)(C)OC(=O)NC(CS=C(C)O)CC1=CC=CC=C1.CC=1OC(=CC1C(=O)NC1=NC(=NS1)CN(CC)CC)C1=CC(=CC=C1)OC(F)(F)F